methyl 7-bromo-1-isopropyl-2-methyl-2-(morpholine-4-carbonyl)indoline-5-carboxylate BrC=1C=C(C=C2CC(N(C12)C(C)C)(C(=O)N1CCOCC1)C)C(=O)OC